C(C=C)(=O)NC=1C(=CC(=C(C1)NC1=NC=C(C(=N1)C1=CNC2=CC=CC=C12)C(=O)OC(C)C)OC)N(C[C@@H]1N(CCC1)C)C Isopropyl (R)-2-((5-acrylamido-2-methoxy-4-(methyl((1-methylpyrrolidin-2-yl)methyl)amino)phenyl)amino)-4-(1H-indol-3-yl)pyrimidine-5-carboxylate